(1-(6-fluoro-1-methyl-[1,2,4]triazolo[4,3-a]quinazolin-5-yl)-1,2,3,4-tetrahydroquinolin-5-yl)-2-methylbut-3-yn-2-ol FC1=C2C(=NC=3N(C2=CC=C1)C(=NN3)C)N3CCCC1=C(C=CC=C31)CC(C#C)(O)C